Dimethyl 5-sulfoisophthalate sodium salt [Na+].S(=O)(=O)([O-])C=1C=C(C=C(C(=O)OC)C1)C(=O)OC